5-(bromomethyl)-3,3-difluoropiperidine-1-carboxylic acid tert-butyl ester C(C)(C)(C)OC(=O)N1CC(CC(C1)CBr)(F)F